3-hydroxydecanoat OC(CC(=O)[O-])CCCCCCC